N4-cyclopentyl-N2-(7-ethyl-1-hydroxy-3H-2,1-benzooxaborol-5-yl)pyrimidine-2,4-diamine C1(CCCC1)NC1=NC(=NC=C1)NC=1C=C(C2=C(COB2O)C1)CC